BrC1=CC(=C(C(=C1)F)N=C=O)F 4-bromo-2,6-difluorophenyl isocyanate